Tert-butyl (1-(trifluoromethyl)cyclopropyl)carbamate FC(C1(CC1)NC(OC(C)(C)C)=O)(F)F